5-((4-(pyrrolidin-1-yl)butyl)thio)-4,6-diazaspiro[2.4]hept-5-ene N1(CCCC1)CCCCSC=1NC2(CC2)CN1